1-(4-(((6-(2-Chloro-3-(3-chloro-2-(4-(((2-hydroxyethyl)amino)methyl)-3-methoxyphenyl)pyridin-4-yl)phenyl)-1-methyl-1H-pyrrolo[2,3-b]pyridin-3-yl)methyl)amino)piperidin-1-yl)ethan-1-one ClC1=C(C=CC=C1C1=C(C(=NC=C1)C1=CC(=C(C=C1)CNCCO)OC)Cl)C1=CC=C2C(=N1)N(C=C2CNC2CCN(CC2)C(C)=O)C